FC1=C(CN2C(C=NC=3C=NC=4N=C(C=CC4C32)OC)=O)C(=CC(=C1)SCC1=CC=C(C=C1)OC)F 1-(2,6-difluoro-4-((4-methoxybenzyl)thio)benzyl)-8-methoxypyrazino[2,3-c][1,8]naphthyridine-2(1H)-one